CNC1=CC(=CC=C1)C=1C=NC=CC1 N-Methyl-3-(pyridin-3-yl)aniline